ClC=1C=C2C(=NC1)NC=C2C=2C=CC=1N(C2)C(=CN1)C(=O)NCC(F)F 6-(5-chloro-1H-pyrrolo[2,3-b]pyridin-3-yl)-N-(2,2-difluoroethyl)imidazo[1,2-a]pyridine-3-carboxamide